((1R,3s,5S)-8-benzyl-8-azabicyclo[3.2.1]oct-3-yl)-2-methyl-1H-indole-6-carboxamide C(C1=CC=CC=C1)N1[C@H]2CC(C[C@@H]1CC2)N2C(=CC1=CC=C(C=C21)C(=O)N)C